C(C)OC(=O)C=1C(N(C(N(C1)C(C)C)=O)C1=CC=C(C=C1)F)=O 1-isopropyl-3-(4-fluorophenyl)-2,4-dioxo-1,2,3,4-tetrahydropyrimidine-5-carboxylic acid ethyl ester